tert-butyl (R)-(1-(4-ethoxy-3-fluorophenethyl)pyrrolidin-3-yl)carbamate C(C)OC1=C(C=C(CCN2C[C@@H](CC2)NC(OC(C)(C)C)=O)C=C1)F